ClC1=CC2=C(N(C(N=C2N2[C@@H]3CN([C@H](C2)CC3)C(C=C)=O)=O)C=3C(=NC=CC3C)C(C)C)N=C1C1=C(C=CC=C1)F (M)-6-Chloro-7-(2-fluorophenyl)-1-(2-isopropyl-4-methyl-3-pyridyl)-4-[(1S,4S)-5-prop-2-enoyl-2,5-diazabicyclo[2.2.2]octan-2-yl]pyrido[2,3-d]pyrimidin-2-one